FC1(CC(C1)N1C[C@H]([C@H](CC1)NC1=NN2C(C(=N1)OC)=C(C=C2)C=2C=CC1=C(N(N=N1)CC(F)F)C2)F)F N-((3R,4S)-1-(3,3-difluorocyclobutyl)-3-fluoropiperidin-4-yl)-5-(1-(2,2-difluoroethyl)-1H-benzo[d][1,2,3]triazol-6-yl)-4-methoxypyrrolo[2,1-f][1,2,4]triazin-2-amine